3-({(1R)-1-[(2R)-4-methylmorpholin-2-yl]ethyl}oxy)pyridin CN1C[C@@H](OCC1)[C@@H](C)OC=1C=NC=CC1